C1=C(C=CC2=CC=CC=C12)OP(=O)(OC1=CC=C(C=C1)[N+](=O)[O-])N[C@@H](C)C(=O)OC(C)C |o1:24| (S or R)-isopropyl ((naphthalen-2-yloxy)(4-nitrophenoxy)phosphoryl)-L-alaninate